BrC=1C=C2C(=NC1C(=O)OC)N(N=C2)COCC[Si](C)(C)C Methyl 5-bromo-1-((2-(trimethylsilyl) ethoxy) methyl)-1H-pyrazolo[3,4-b]pyridine-6-carboxylate